(2,4-di-tert-butylphenyl)-[1,1-biphenyl]-4,4'-diylbisphosphonite C(C)(C)(C)C1=C(C=CC(=C1)C(C)(C)C)OP([O-])C1=CC=C(C=C1)C1=CC=C(C=C1)P([O-])[O-]